ClC1=C(C=CC(=C1)Cl)C=1N(C=CC1C#N)S(=O)(=O)C1=CC=CC=C1 2-(2,4-dichlorophenyl)-1-(benzenesulfonyl)-1H-pyrrole-3-carbonitrile